tert-Butyl 2-bromo-4-fluoro-5-methylbenzoate BrC1=C(C(=O)OC(C)(C)C)C=C(C(=C1)F)C